BrC1=NC(=CC2=CC=CC=C12)NC(C(=O)OCC)=O ethyl 2-((1-bromoisoquinolin-3-yl) amino)-2-oxoacetate